C1(=CC=CC=C1)CCCN1CCN(CC1)CC1=CC=C2CCC3(C2=C1)CCC(CC3)C(=O)O.NC(C(=O)O)C3(CCC(CC3)C)N cis-α-amino-4-methyl-aminocyclohexaneacetic acid 6'-{[4-(3-phenylpropyl)piperazin-1-yl]methyl}-2',3'-dihydrospiro[cyclohexane-1,1'-indene]-4-carboxylate